FC(C)(F)C1=NC(=CC(=N1)NC1=CC(=NC=C1C1=NN(C(=C1)CN(C)C)C)NC(C)=O)C N-(4-((2-(1,1-difluoroethyl)-6-methylpyrimidin-4-yl)amino)-5-(5-((dimethylamino)methyl)-1-methyl-1H-pyrazol-3-yl)pyridin-2-yl)acetamide